NC1CCN(CC1)C=1C=C(C=2N(C1)C=NC2)C2=C(C(=O)N(C(C)C)CC)C=C(C=C2)F 2-[6-(4-aminopiperidin-1-yl)imidazo[1,5-a]pyridin-8-yl]-N-ethyl-5-fluoro-N-isopropylbenzamide